C(#N)C=1C=C(C=CC1)C=1N=C(SC1C1=C2C(=NC(=C1)C)N(N=C2)C(C2=CC=CC=C2)(C2=CC=CC=C2)C2=CC=CC=C2)NC(=O)N2CC1(COC1)C2 N-[4-(3-cyanophenyl)-5-(6-methyl-1-trityl-pyrazolo[3,4-b]pyridin-4-yl)thiazol-2-yl]-2-oxa-6-azaspiro[3.3]heptane-6-carboxamide